FC(C1(CC1)COC1CCC2(CNC2)CC1)(F)F 7-[[1-(Trifluoromethyl)cyclopropyl]methoxy]-2-azaspiro[3.5]nonane